C(CCC)OC(CCCCC\C=C/CC\C=C/CCCC)OCCCC (5Z,9Z)-16,16-dibutoxy-5,9-hexadecadiene